tetra-chloro-4-methoxypent-3-en-2-one ClC(C(C(Cl)(Cl)Cl)=O)=C(C)OC